6-Amino-3-((1R,3S)-4'-chloro-3-cyano-3-methyl-1',2'-dihydrospiro[cyclopentane-1,3'-pyrrolo[2,3-b]pyridin]-5'-yl)-2-fluoro-N,N-dimethylbenzamide NC1=CC=C(C(=C1C(=O)N(C)C)F)C=1C(=C2C(=NC1)NC[C@]21C[C@@](CC1)(C)C#N)Cl